C(CCC)N(CCCNC(=S)NC=1C=C2C(=CC(=NC2=CC1)N1CCN(CC1)C)C)CC 1-(3-(butyl(ethyl)amino)propyl)-3-(4-methyl-2-(4-methylpiperazin-1-yl)quinolin-6-yl)thiourea